1-methyl-4-[(2S,4S)-2-methyl-4-(5-methyl-1,3-benzooxazol-2-yl)-1-piperidinyl]-2-oxo-quinoline-3-carbonitrile CN1C(C(=C(C2=CC=CC=C12)N1[C@H](C[C@H](CC1)C=1OC2=C(N1)C=C(C=C2)C)C)C#N)=O